C(C1=CC=CC=C1)OC1=CC=C(C(=O)Cl)C=C1 4-Benzyloxybenzoyl chloride